NC1=C(NC(N1CC1=CC=C(C=C1)C)=O)C#N 5-amino-1-(4-methylbenzyl)-2-oxo-2,3-dihydro-1H-imidazole-4-carbonitrile